pentaerythritol tetrakis(β-mercapto propionate) SCCC(=O)OCC(COC(CCS)=O)(COC(CCS)=O)COC(CCS)=O